methacrylic acid-3,4-epoxycyclohexylmethyl ester C1(CC2C(CC1)O2)COC(C(=C)C)=O